ClC=1C=C(C=C2C=C(N=NC12)N)C=1C=NN(C1)C 8-chloro-6-(1-methylpyrazol-4-yl)cinnolin-3-amine